C1(C=CC(N1CC(C(CN1C(C=CC1=O)=O)O)O)=O)=O 1,4-bismaleimido-2,3-dihydroxybutane